C(=O)(OCC1=CC=CC=C1)N1CCCCC1 N-Cbz-piperidin